FC1=CC=C(C=C1)CN1CC(N(C(C1)C)C(C(C)C)=O)C(=O)NCC1=CC=C(C=C1)C=1OC=CC1 4-[(4-fluorophenyl)methyl]-N-{[4-(furan-2-yl)phenyl]methyl}-6-methyl-1-(2-methylpropanoyl)piperazine-2-carboxamide